C1(CCCCC1)OC(=O)CCCCCCCCCSCCCCCCCCCC(OC1CCCCC1)=O dicyclohexyl-10,10'-thiodicaprate